CNC(=O)[C@@H]1CC[C@H](CO1)NC(OC(C)(C)C)=O Tert-butyl [(3R,6S)-6-(methylcarbamoyl)tetrahydro-2H-pyran-3-yl]carbamate